ClC=1C(=NC(=CC1)N1C=NN=C1)C(=O)NC1=CC=CC=C1 3-chloro-N-phenyl-6-(4H-1,2,4-triazol-4-yl)picolinamide